C1(CC1)NCCO 2-(cyclopropylamino)ethan-1-ol